5-(benzylamino)-2-(2-fluorophenyl)pyrazolo[1,5-a]pyrimidine-3-carbonitrile C(C1=CC=CC=C1)NC1=NC=2N(C=C1)N=C(C2C#N)C2=C(C=CC=C2)F